CN1C(=NN=C1)CC1(COC1)C=1C=C(C=CC1)N1CC2=C(C=C(C=C2C1=O)CN1CC=2C=CC=C(C2C1)C#N)C(F)(F)F 2-((2-(3-(3-((4-methyl-4H-1,2,4-triazol-3-yl)methyl)oxetan-3-yl)phenyl)-3-oxo-7-(trifluoromethyl)isoindolin-5-yl)methyl)isoindoline-4-carbonitrile